2-(2,6-dioxopiperidin-3-yl)-4-fluoro-1-oxo-N-((R)-2,2,2-trifluoro-1-(3-(trifluoromethoxy)phenyl)ethyl)isoindoline-5-carboxamide O=C1NC(CCC1N1C(C2=CC=C(C(=C2C1)F)C(=O)N[C@@H](C(F)(F)F)C1=CC(=CC=C1)OC(F)(F)F)=O)=O